dimethoxypentane COC(CC)(CC)OC